Ethyl 6-chloro-7-{1,5-dimethyl-3-[(methylamino)methyl]-1H-pyrazol-4-yl}-3-{3-[(naphthalen-1-yl)oxy]propyl}-1H-indole-2-carboxylate ClC1=CC=C2C(=C(NC2=C1C=1C(=NN(C1C)C)CNC)C(=O)OCC)CCCOC1=CC=CC2=CC=CC=C12